(3-methyl-1,5-pentylene) carbonate C1(OCCC(CCO1)C)=O